5-N-[[3-(6,8-Dihydro-5H-imidazo[1,2-a]pyrazin-7-ylmethyl)-1-bicyclo[1.1.1]pentanyl]methyl]isoquinoline-1,5-diamine N=1C=CN2C1CN(CC2)CC21CC(C2)(C1)CNC=1C=2C=CN=C(C2C=CC1)N